4-(4-(3-(ethyl-(3-phenylpropyl)amino)propyl)phenoxy)butan-1-amine C(C)N(CCCC1=CC=C(OCCCCN)C=C1)CCCC1=CC=CC=C1